4-azido-2-ethyl-1-methylbenzene N(=[N+]=[N-])C1=CC(=C(C=C1)C)CC